(S)-3,5-Dimethyl-benzoic acid N-(1-tert-butyl-butyl)-N'-(2,5-dimethyl-furan-3-carbonyl)-hydrazide C(C)(C)(C)[C@H](CCC)N(NC(=O)C1=C(OC(=C1)C)C)C(C1=CC(=CC(=C1)C)C)=O